C(C1=CC=CC=C1)OC(=O)N1CCC(CC1)(OC)CCNC(=O)OC(C)(C)C 4-(2-(tert-butyloxycarbonylamino)ethyl)-4-methoxypiperidine-1-carboxylic acid benzyl ester